(2R,4S,5R)-4-(((naphthalen-1-ylmethyl)amino)methyl)-2-phenyl-1,3-dioxane-5-ol C1(=CC=CC2=CC=CC=C12)CNC[C@@H]1O[C@@H](OC[C@H]1O)C1=CC=CC=C1